3-(3-ethoxyphenyl)-1-isopropyl-N-[(3R)-3-methyl-1,1-dioxo-thiolan-3-yl]-2-oxo-imidazo[4,5-b]pyridine-6-carboxamide C(C)OC=1C=C(C=CC1)N1C(N(C=2C1=NC=C(C2)C(=O)N[C@]2(CS(CC2)(=O)=O)C)C(C)C)=O